O=C1N(C(C=C1)=O)CCCC(=O)NC(CCC(=O)O)C=O.C1(=CC=CC=C1)S(=O)(=O)N1C=C(C2=CC=C(C=C12)Br)C1=NC(=NC=C1C(F)(F)F)Cl 1-(benzenesulfonyl)-6-bromo-3-[2-chloro-5-(trifluoromethyl)pyrimidin-4-yl]indole 4-(4-(2,5-dioxo-2,5-dihydro-1H-pyrrol-1-yl)butanamido)-5-oxopentanoate